FC1=C(C=CC(=C1)NC(=O)C=1[C@@H]2CC[C@@H](C1C1=CC=NN1)O2)C2=C(C=CC=C2)F (1S,4S)-N-(2,2'-difluoro-[1,1'-biphenyl]-4-yl)-3-(1H-pyrazol-5-yl)-7-oxabicyclo[2.2.1]hept-2-ene-2-carboxamide